tert-Butyl 2-(4-(4-amino-7-(5-methylisothiazol-3-yl)pyrrolo[2,1-F][1,2,4]triazin-5-yl)-2-methoxyphenyl)acetate NC1=NC=NN2C1=C(C=C2C2=NSC(=C2)C)C2=CC(=C(C=C2)CC(=O)OC(C)(C)C)OC